5-((6-(trifluoromethyl)pyridin-2-yl)amino)-1H-pyrazole-4-carboxamide FC(C1=CC=CC(=N1)NC1=C(C=NN1)C(=O)N)(F)F